3-(4-((4-(4-amino-3-(4-phenoxyphenyl)-1H-pyrazolo[3,4-d]pyrimidin-1-yl)piperidin-1-yl)methyl)phenyl)piperidine-2,6-dione NC1=C2C(=NC=N1)N(N=C2C2=CC=C(C=C2)OC2=CC=CC=C2)C2CCN(CC2)CC2=CC=C(C=C2)C2C(NC(CC2)=O)=O